C(C)(=O)OC(C(=O)[O-])=C α-acetoxyacrylate